C(CCC)C(CN)N 1-butyl-1,2-ethanediamine